(3-hydroxy-6-(3-methylphenyl)pyrazine-2-carbonyl)glycine methyl ester COC(CNC(=O)C1=NC(=CN=C1O)C1=CC(=CC=C1)C)=O